ClC1=C(C=CC=C1)CC(=O)NC=1C=C(C2=CN(N=C2C1)C(F)F)S(N)(=O)=O 2-(2-chlorophenyl)-N-[2-(difluoromethyl)-4-sulfamoyl-2H-indazol-6-yl]acetamide